4-(3-methoxypropyl)pyridine COCCCC1=CC=NC=C1